BrC1=CC(=NC(=C1)N1C=NC=C1)C(=O)NC1CCC(CC1)OCCOCC 4-bromo-6-(1H-imidazol-1-yl)-N-((1r,4r)-4-(2-ethoxyethoxy)cyclohexyl)picolinamide